ClC=1C=C2C(C=COC2=CC1)=O 6-chloro-4-oxo-4H-chromene